C(C)(C)(C)OC(=O)NCC1=NC=C2C=CC(=NC2=C1)C1=NN(C=C1C)C1CCN(C2(CC2)C1)C(=O)OC(C)(C)C tert-butyl 7-(3-(7-(((tert-butoxycarbonyl)amino)methyl)-1,6-naphthyridin-2-yl)-4-methyl-1H-pyrazol-1-yl)-4-azaspiro[2.5]octane-4-carboxylate